CCCCCCCCCCCCCCCC(=O)OC[C@H](CO[C@@H]1[C@@H]([C@H]([C@@H]([C@H](O1)C(=O)O)O)O)O)OC(=O)CCCCCCCC[C@H](C)CCCCCCCC The molecule is an alpha-D-glucuronosyl diglyceride in which the acyl groups at the 1- and 2-positions are palmitoyl (hexadecanoyl) and (10R)-10-methyloctadecanoyl respectively. It has a role as an antigen.